ClC1=C(C=CC2=C1C(=N[C@H](C=1N2C(=NN1)C)C)C=1C=C(C=CC1F)O)C(F)(F)F 3-[(4S)-7-chloro-1,4-dimethyl-8-(trifluoromethyl)-4H-[1,2,4]triazolo[4,3-a][1,4]benzodiazepin-6-yl]-4-fluoro-phenol